2-(2-Methyl-5-methoxyphenylamino)-4-cyclohexyl-8,9-dihydro-7H-pyrido[1,2,3-gh]purine CC1=C(C=C(C=C1)OC)NC1=NC2=C3N(CN(C3=N1)C1CCCCC1)CCC2